tertiary pentyl vinyl ether C(=C)OC(C)(C)CC